(S)-tert-butyl (2-(4-((3-chloro-4-fluorophenyl)(methyl)carbamoyl)-3-(6-methyl-4-(trifluoromethyl)pyridin-2-yl)-2-oxoimidazolidin-1-yl)ethyl)carbamate ClC=1C=C(C=CC1F)N(C(=O)[C@H]1N(C(N(C1)CCNC(OC(C)(C)C)=O)=O)C1=NC(=CC(=C1)C(F)(F)F)C)C